2-chloro-5-fluoro-N-(4-(1-isopropyl-4-(trifluoromethyl)-1H-imidazol-2-yl)benzyl)-N-(methyl-d3)pyrimidin-4-amine ClC1=NC=C(C(=N1)N(C([2H])([2H])[2H])CC1=CC=C(C=C1)C=1N(C=C(N1)C(F)(F)F)C(C)C)F